(S)-3-amino-4-(3,4-difluorophenyl)-butyric acid N[C@H](CC(=O)O)CC1=CC(=C(C=C1)F)F